CC1(CNC2=CC=C(C=C12)S(=O)(=O)[O-])C 3,3-dimethyl-indoline-5-sulfonate